D-tryptophanyl-L-lysyl-L-threonyl-L-threitol N[C@H](CC1=CNC2=CC=CC=C12)C(=O)N[C@@H](CCCCN)C(=O)N[C@@H]([C@H](O)C)C(=O)C([C@H](O)[C@@H](O)CO)O